(5-(6,7-Dimethoxyquinazolin-4-yl)pyridin-2-yl)methylamine COC=1C=C2C(=NC=NC2=CC1OC)C=1C=CC(=NC1)CN